(S)-3-(((6-(2-ethylphenyl)-2-methyl-1,2,3,4-tetrahydroisoquinolin-1-yl)methyl)amino)isonicotinic acid C(C)C1=C(C=CC=C1)C=1C=C2CCN([C@@H](C2=CC1)CNC1=C(C(=O)O)C=CN=C1)C